4-hydroxymethylphenyl-boric acid OCC1=CC=C(C=C1)OB(O)O